C[Si](CCOC(NC=1C=NN(C1)C1=C(C=C(C=C1)[N+](=O)[O-])S(NCC1=C(C=C(C=C1)OC)OC)(=O)=O)=O)(C)C (1-{2-[(2,4-Dimethoxybenzyl)sulfamoyl]-4-nitrophenyl}-1H-pyrazol-4-yl)carbamic acid [2-(trimethylsilyl) ethyl] ester